(3Z)-1-chloro-3-tetradecene ClCC\C=C/CCCCCCCCCC